6-(5-(trifluoromethyl)-4,5-dihydro-1,2,4-oxadiazol-3-yl)imidazo[1,2-a]pyridine-2-carbaldehyde FC(C1NC(=NO1)C=1C=CC=2N(C1)C=C(N2)C=O)(F)F